OC1=CC=C2[C@H]([C@H](COC2=C1)C1=CC=CC=C1)C1=CC=C(C=C1)N1CCN(CC1)CC1=CC=C(C=C1)NC1C(NC(CC1)=O)=O 3-((4-((4-(4-((3S,4R)-7-hydroxy-3-phenylchroman-4-yl)phenyl)piperazin-1-yl)methyl)phenyl)amino)piperidine-2,6-dione